N-cycloheptyl-4-(3-ethyl-4-methyl-5-oxo-4,5-dihydro-1H-1,2,4-triazol-1-yl)-5-fluoro-2-[(2S)-pent-2-yloxy]benzamide C1(CCCCCC1)NC(C1=C(C=C(C(=C1)F)N1N=C(N(C1=O)C)CC)O[C@@H](C)CCC)=O